2-[2-(4-chlorophenyl)ethyl]-6,7-dimethoxy-1-methyl-1,2,3,4-tetrahydroisoquinoline ClC1=CC=C(C=C1)CCN1C(C2=CC(=C(C=C2CC1)OC)OC)C